C(CCCCCCCCCCCCCCCCCCCCCCC)(=O)OCC(O)CO glycerol monolignocerate